2-ethyl-6-((2-methyl-6-(trifluoromethyl)pyridin-3-yl)sulfonyl)-2,6-diazaspiro[3.3]heptane C(C)N1CC2(C1)CN(C2)S(=O)(=O)C=2C(=NC(=CC2)C(F)(F)F)C